ClC(C=C)C=C 3-chloro-1,4-pentadiene